ClC1=C(C=C(C=C1)F)C1NC(C=2C3=C(C=C(C12)C1=C(C(=O)N)C=C(C=C1F)C(F)(F)F)C=CC(=C3)C#N)=O [3-(2-chloro-5-fluorophenyl)-8-cyano-1-oxo-2,3-dihydro-1H-benzo[e]isoindol-4-yl]-3-fluoro-5-(trifluoromethyl)benzamide